CN(C)C[C@H]1N(C[C@H](C1)F)C1=C(C=NC=2NC3=C(C=C(C(=C3C21)F)F)NC)C=2C=C1C(C=CN(C1=NC2)C)=O (e)-6-(4-((2S,4S)-2-((dimethylamino)methyl)-4-fluoropyrrolidin-1-yl)-5,6-difluoro-8-(methylamino)-9H-pyrido[2,3-b]Indol-3-yl)-1-methyl-4-oxo-1,4-dihydro-1,8-naphthyridine